FC1=CC=C(CNC2CCN(CC2)CCC2=CC=CC=C2)C=C1 N-(4-fluorobenzyl)-1-phenethylpiperidin-4-amine